2-fluoro-5-(((2S,3S)-3-hydroxybut-2-yl)oxy)-3-(5-methylthiazol-2-yl)-N-((R)-1-(2-(trifluoromethyl)pyrimidin-5-yl)ethyl)benzamide FC1=C(C(=O)N[C@H](C)C=2C=NC(=NC2)C(F)(F)F)C=C(C=C1C=1SC(=CN1)C)O[C@@H](C)[C@H](C)O